N1N=CC(=C1)C=1NC(C2=C(N1)NN=C2)=O 6-(1H-pyrazol-4-yl)-1H-pyrazolo[3,4-d]pyrimidin-4(5H)-one